OC1=C(C=C(C=C1)O)/C=C/C(C)=O (E)-4-(2,5-dihydroxyphenyl)but-3-en-2-one